({[cis-3-[4-(trifluoromethyl)phenyl]cyclobutoxy]methyl})stannane FC(C1=CC=C(C=C1)[C@H]1C[C@H](C1)OC[SnH3])(F)F